[Si](C)(C)(C(C)(C)C)O[C@H](CCCOC(C(C)(C)C)=O)CC(C(C)=O)C (4R)-pivalic acid 4-((tert-butyldimethylsilyl) oxy)-6-methyl-7-oxooctyl ester